(2S,4R)-1-[1-(difluoromethyl)-3,3-difluorocyclobutanecarbonyl]-4-fluoropyrrolidine-2-carboxylic acid FC(C1(CC(C1)(F)F)C(=O)N1[C@@H](C[C@H](C1)F)C(=O)O)F